OC(CO)[Si](OC)(OC)OC 1,2-dihydroxyethyltrimethoxysilane